(S)-N-(1-(3-(2-(trifluoromethyl)pyridin-4-yl)-1,2,4-oxadiazol-5-yl)ethyl)pyridazine-3-carboxamide FC(C1=NC=CC(=C1)C1=NOC(=N1)[C@H](C)NC(=O)C=1N=NC=CC1)(F)F